5-(5-cyano-6-(((3R,4S)-3-methoxytetrahydro-2H-pyran-4-yl)amino)pyridin-3-yl)-2-fluoro-N-(isoxazol-3-yl)-4-methylbenzamide C(#N)C=1C=C(C=NC1N[C@@H]1[C@H](COCC1)OC)C=1C(=CC(=C(C(=O)NC2=NOC=C2)C1)F)C